C(#N)C1=C(C=C(CNC(OC(C)(C)C)=O)C=C1F)F tert-butyl (4-cyano-3,5-difluorobenzyl)carbamate